N=1N=C(N2C1C=CC=C2)CNC2=NS(C1=C(N2)C(=C(C=C1)F)C(C)C1=C(C=CC=C1)F)(=O)=O 3-(([1,2,4]triazolo[4,3-a]pyridin-3-ylmethyl)amino)-6-fluoro-5-(1-(2-fluorophenyl)ethyl)-4H-benzo[e][1,2,4]thiadiazine 1,1-dioxide